ClC1=CC=C(C=C1)C1=C(C=CC=C1)CN1C(N(CC1)CC1=C2CN(C(C2=CC=C1)=O)C1C(NC(CC1)=O)=O)=O 3-(4-((3-((4'-chloro-[1,1'-biphenyl]-2-yl)methyl)-2-oxoimidazolidin-1-yl)methyl)-1-oxoisoindolin-2-yl)piperidine-2,6-dione